[N+](=O)([O-])C1=C(C=CC=C1)S(=O)(=O)NCCOCCN(CC(=O)OC(C)(C)C)CC(=O)OC(C)(C)C di-tert-butyl 2,2'-((2-(2-((2-nitrophenyl)sulfonamido) ethoxy)ethyl)azanediyl)diacetate